C1(=CC=CC=C1)C1C(C2=CC=CC=C2)O1 trans-Stilben oxid